C(C)(C)(C)C1=CC(=C(C=C1Cl)C=1NC2=CC=CC(=C2C(C1)=O)C=1OC=CN1)C 2-(4-tert-butyl-5-chloro-2-methyl-phenyl)-5-oxazol-2-yl-1H-quinolin-4-one